4-Fluoro-2-(1-methyl-5-(5-(4-(oxetan-3-yl)piperazin-1-yl)pyridin-2-ylamino)-6-oxo-1,6-dihydropyridin-3-yl)-6-(1-oxo-5,6,7,8-tetrahydro-1H-pyrrolo[3,4-b]indolizin-2(3H)-yl)benzaldehyde FC1=CC(=C(C=O)C(=C1)N1C(C=2C=C3CCCCN3C2C1)=O)C1=CN(C(C(=C1)NC1=NC=C(C=C1)N1CCN(CC1)C1COC1)=O)C